C1(=CC=C(C=C1)N(C1=CC=C(C=C1)C)C1(CCCCC1)C1=CC=CC=C1)C (di-4-tolylamino)-phenylcyclohexane